α-2-butenoyloxyisobutyric acid C(C=CC)(=O)OC(C(=O)O)(C)C